N1C(=CC2=CC=CC=C12)C1=NNC(=C1)NC(C1=CC=C(C=C1)NC1CCN(CC1)C)=O N-(3-(1H-indol-2-yl)-1H-pyrazol-5-yl)-4-((1-methylpiperidin-4-yl)amino)benzamide